C12(CC3CC(CC(C1)C3)C2)NCCC2=CC=C(CSC3=C1C(N(C(C1=C(C=C3)F)=O)C3C(NC(CC3)=O)=O)=O)C=C2 4-((4-(2-((adamantan-1-yl)amino)ethyl)benzyl)thio)-2-(2,6-dioxopiperidin-3-yl)-7-fluoroisoindoline-1,3-dione